7-(3-{[(2R)-1-ethoxypropan-2-yl]carbamoyl}azetidin-1-yl)-5-methyl-4-oxo-1-(1,2,4-thiadiazol-5-yl)-1,4-dihydro-1,8-naphthyridine-3-carboxylic acid C(C)OC[C@@H](C)NC(=O)C1CN(C1)C1=CC(=C2C(C(=CN(C2=N1)C1=NC=NS1)C(=O)O)=O)C